1-(tert-butyl) 2-methyl-4-(6-(4-fluorophenyl)-4-(1-methyl-1H-pyrazol-3-yl)pyridin-3-yl)-2,5-dihydro-1H-pyrrole-1,2-dicarboxylate CC1(N(CC(=C1)C=1C=NC(=CC1C1=NN(C=C1)C)C1=CC=C(C=C1)F)C(=O)OC(C)(C)C)C(=O)[O-]